O1S(OCCOCCOCCOCC1)(=O)=O 1,3,6,9,12-Pentaoxa-2lambda6-thiacyclotetradecane-2,2-dione